5-fluoro-4-(2-((1r,3r)-3-methoxycyclobutyl)-4-(trifluoromethyl)thiazol-5-yl)-N-(1-(methylsulfonyl)piperidin-4-yl)pyrimidin-2-amine FC=1C(=NC(=NC1)NC1CCN(CC1)S(=O)(=O)C)C1=C(N=C(S1)C1CC(C1)OC)C(F)(F)F